N1(C=NC=C1)C(=S)N1C=NC=C1 1-(imidazole-1-carbothioyl)imidazole